C(CCC)C1=CC(=C(C=C1SC)CC(C)NC(OC(C)(C)C)=O)OC tert-butyl (1-(4-butyl-2-methoxy-5-(methylthio)phenyl)propan-2-yl)carbamate